CC(CCCCC)=O anti-2-heptanal